3-(2-(6-(((R)-1-(3-(difluoromethyl)-2-fluorophenyl)ethyl)amino)-5-(1,3-dioxolan-2-yl)-2-methylpyrimidin-4-yl)acetamido)-3-methylpyrrolidine-1-carboxylic acid tert-butyl ester C(C)(C)(C)OC(=O)N1CC(CC1)(C)NC(CC1=NC(=NC(=C1C1OCCO1)N[C@H](C)C1=C(C(=CC=C1)C(F)F)F)C)=O